1-(5-chloro-2-methyl-phenyl)-5-(2,6-dimethyl-phenyl)-3-(2-fluoro-phenyl)-4,5-dihydro-1H-pyrazole-4-carboxylic acid [2-(4-hydroxy-phenyl)-ethyl]-amide OC1=CC=C(C=C1)CCNC(=O)C1C(=NN(C1C1=C(C=CC=C1C)C)C1=C(C=CC(=C1)Cl)C)C1=C(C=CC=C1)F